(7-(4-(4-(benzo[b]thiophen-4-yl)piperazin-1-yl)butoxy)-2-oxoquinolin-1(2H)-yl)methyl bis(2-hydroxyethyl)carbamate OCCN(C(OCN1C(C=CC2=CC=C(C=C12)OCCCCN1CCN(CC1)C1=CC=CC=2SC=CC21)=O)=O)CCO